2-(alpha,alpha-dimethylbenzyl)benzoic acid CC(C1=CC=CC=C1)(C)C1=C(C(=O)O)C=CC=C1